CN1C(CC(CC1)C)=O 1,4-dimethyl-2-piperidone